N-(4-chloro-3-cyano-1H-indol-7-yl)-1-(fluoromethyl)pyrazole-4-sulfonamide ClC1=C2C(=CNC2=C(C=C1)NS(=O)(=O)C=1C=NN(C1)CF)C#N